2-(4-(2-((4-ethynylphenyl)amino)-2-oxoethyl)phenoxy)-2-methylpropanoic acid C(#C)C1=CC=C(C=C1)NC(CC1=CC=C(OC(C(=O)O)(C)C)C=C1)=O